Benzyl N2-(((9H-fluoren-9-yl)methoxy)carbonyl)-N6-(4-ethylbenzoyl)-L-lysinate C1=CC=CC=2C3=CC=CC=C3C(C12)COC(=O)N[C@@H](CCCCNC(C1=CC=C(C=C1)CC)=O)C(=O)OCC1=CC=CC=C1